NC1=C2C(=C(C=C1)OC)C2 Methanoaminoanisole